ClC1=C(C=CC(=C1)Cl)[C@H](C(F)(F)F)NC(=O)C=1C(=C2CN(C(C2=CC1)=O)C1C(NC(CC1)=O)=O)F N-((R)-1-(2,4-dichlorophenyl)-2,2,2-trifluoroethyl)-2-(2,6-dioxopiperidin-3-yl)-4-fluoro-1-oxoisoindoline-5-carboxamide